N-cyclopropyl-N-((4-methyl-3-oxoquinuclidin-2-yl)methyl)cyclopropanesulfonamide C1(CC1)N(S(=O)(=O)C1CC1)CC1N2CCC(C1=O)(CC2)C